2-(cyclohexenylidene)malonic acid C1(C=CCCC1)=C(C(=O)O)C(=O)O